N1CCC(CC1)C1=NC=NO1 5-(piperidin-4-yl)-1,2,4-oxadiazole